C(C)(C)(C)OC(=O)N1CC(CCC1)(C(=O)O)C=1C(=NC=CC1)OC 1-(tert-butoxycarbonyl)-3-(2-methoxypyridin-3-yl)piperidine-3-carboxylic acid